CC(CO)(C)NC(C(=O)O)(C)C N-(1,1-dimethyl-2-hydroxyethyl)-aminoisobutyric acid